2-chloro-N-[(1S)-1-(1-cyclopropylbenzimidazol-5-yl)ethyl]-5,6-dimethyl-pyrimidin-4-amine ClC1=NC(=C(C(=N1)N[C@@H](C)C1=CC2=C(N(C=N2)C2CC2)C=C1)C)C